CN1CCN(CC1)C=1C=C2CCNC2=CC1 5-(4-methylpiperazin-1-yl)indoline